C(C1=CC=CC=C1)OC1=C(OC=CC1=O)CC 3-(benzyloxy)-2-ethyl-4H-pyran-4-one